(3R,4R)-1-(1-((1S)-1-(2,5-Dichlorophenyl)ethyl)-5,6-difluoro-1H-benzimidazol-2-yl)-4-fluoro-3-piperidinamin ClC1=C(C=C(C=C1)Cl)[C@H](C)N1C(=NC2=C1C=C(C(=C2)F)F)N2C[C@H]([C@@H](CC2)F)N